(±)-cis-2-(amino)-3-cyclohexene-1-carboxylic acid N[C@@H]1[C@@H](CCC=C1)C(=O)O |r|